(S)-5-(2-(6-(1-benzylpiperidin-3-ylamino)pyridin-3-ylamino)-5-methylpyrimidin-4-ylamino)benzo[d]oxazol-2(3H)-one C(C1=CC=CC=C1)N1C[C@H](CCC1)NC1=CC=C(C=N1)NC1=NC=C(C(=N1)NC=1C=CC2=C(NC(O2)=O)C1)C